C(C)(C)C1(C=CC)CC=C(C=C1)C(C)C para-di(iso-propyl)(methyl)styrene